4,6-dimethyl-N2-[5-(1-methyl-2,3,4,7-tetrahydroazepin-5-yl)-2,3-dihydro-1,4-benzodioxin-7-yl]pyrimidine-2,4-diamine CC1(NC(=NC(=C1)C)NC=1C=C(C2=C(OCCO2)C1)C=1CCCN(CC1)C)N